CC1=C(C(=C(C(=C1CC1=CC(=C(C(=C1)C(C)(C)C)O)C(C)(C)C)C)CC1=CC(=C(C(=C1)C(C)(C)C)O)C(C)(C)C)C)CC1=CC(=C(C(=C1)C(C)(C)C)O)C(C)(C)C 1,3,5-trimethyl-2,4,6-tris(3,5-di-tert-butyl-4-hydroxybenzyl)benzene